C(CCCCCCC\C=C/CCCCCCCC)(=O)[O-].C(CCCCCCC\C=C/CCCCCCCC)(=O)[O-].C(CCCCCCC\C=C/CCCCCCCC)(=O)[O-].C(CCCCCCC\C=C/CCCCCCCC)(=O)[O-].[Zr+4] zirconium tetra(oleate)